2-[(6-methylpyrimidin-4-yl)methyl]-1-[(3R)-1-methylpyrrolidin-3-yl]-1H-imidazo[4,5-c]quinoline-8-carbonitrile CC1=CC(=NC=N1)CC=1N(C2=C(C=NC=3C=CC(=CC23)C#N)N1)[C@H]1CN(CC1)C